ClC1=NC(=C(C(=C1C(=O)NC=1SC(=NN1)C1CC1)C1=CC=NC=C1)OC)C 2-chloro-N-(5-cyclopropyl-1,3,4-thiadiazol-2-yl)-5-methoxy-6-methyl-(4,4'-bipyridine)-3-carboxamide